bis(4-methoxyphenyl) sulfide COC1=CC=C(C=C1)SC1=CC=C(C=C1)OC